N,N'-di(pyridin-4-yl)methyl-1,2-ethylenediamine N1=CC=C(C=C1)CNCCNCC1=CC=NC=C1